1-(3,4-dichlorophenyl)-2-(2-imino-5-methoxy-3-(2-methylbenzyl)-2,3-dihydro-1H-benzo[d]imidazol-1-yl)ethan-1-one ClC=1C=C(C=CC1Cl)C(CN1C(N(C2=C1C=CC(=C2)OC)CC2=C(C=CC=C2)C)=N)=O